tert-butyl 3-(ethoxymethoxy)-2-({[4-(trifluoromethanesulfonyloxy)cyclohex-3-en-1-yl]oxy}methyl)piperidine-1-carboxylate C(C)OCOC1C(N(CCC1)C(=O)OC(C)(C)C)COC1CC=C(CC1)OS(=O)(=O)C(F)(F)F